N-(5-(4-(1H-1,2,4-triazol-3-yl)cyclopent-1-en-1-yl)-8-(methylamino)-2,7-naphthyridin-3-yl)cyclopropanecarboxamide N1N=C(N=C1)C1CC=C(C1)C1=C2C=C(N=CC2=C(N=C1)NC)NC(=O)C1CC1